C(C)N1C2=CC=CC=C2C=2C=C(C=CC12)CNCCCNC(=O)C1=CN=CN1C N-(3-((9-ethyl-9H-carbazol-3-yl)methylamino)propyl)-1-methyl-1H-imidazole-5-carboxamide